bis(2,4,6-trimethylbenzoyl)-2,3,5,6-tetramethylbenzoyl-phosphine oxide CC1=C(C(=O)P(C(C2=C(C(=CC(=C2C)C)C)C)=O)(C(C2=C(C=C(C=C2C)C)C)=O)=O)C(=CC(=C1)C)C